ethanophthalazin-1-amine C12(NN=C(C3=CC=CC=C13)CC2)N